1-[(2R,4R)-2-methyltetrahydro-2H-pyran-4-yl]-2-(1,3-thiazol-4-ylmethyl)-8-(trifluoromethyl)-1H-imidazo[4,5-c]quinoline, formate salt C(=O)O.C[C@H]1OCC[C@H](C1)N1C(=NC=2C=NC=3C=CC(=CC3C21)C(F)(F)F)CC=2N=CSC2